CN(CC(=O)N1CCC(CC1)C=1C=C2C(=C(NC2=CC1)C=1C=C(C=2N(C1)C=NN2)C)C(C)C)C 2-(dimethylamino)-1-(4-(3-isopropyl-2-(8-methyl-[1,2,4]triazolo[4,3-a]pyridin-6-yl)-1H-indol-5-yl)piperidin-1-yl)ethanone